C12C(C3CC(CC(C1)C3)C2)C(=O)OC methyl tricyclo[3.3.1.13,7]decane-2-carboxylate